rac-(1r,2s)-2-cyclohexylcyclopropan-1-amine hydrochloride Cl.C1(CCCCC1)[C@H]1[C@@H](C1)N |r|